C(C)(C)(C)OC(=O)N1[C@@H]2[C@H](N(C[C@H]1CC2)C=2C1=C(N=C(N2)Cl)C(=C(N=C1Cl)Cl)F)CO[Si](C)(C)C(C)(C)C (1S,2S,5R)-2-(((tert-butyldimethylsilyl)oxy)methyl)-3-(2,5,7-trichloro-8-fluoropyrido[4,3-d]pyrimidin-4-yl)-3,8-diazabicyclo[3.2.1]octane-8-carboxylic acid tert-butyl ester